[Sn]=S.[Zn].[Ag].[Cu] copper silver zinc tin sulfide